CC1=C(NC(=C1)C)C=C1N=C(C=C1OC)N1C=CC=2C3(CCCC12)CC3 (2-((3,5-dimethyl-1H-pyrrol-2-yl)methylene)-3-methoxy-2H-pyrrol-5-yl)-1',5',6',7'-tetrahydrospiro[cyclopropane-1,4'-indole]